CN1N=CC(=C1NC(O[C@H](C)C=1C(=NC=CC1)Cl)=O)C1=NC=C(C=N1)NC(=O)[C@H]1[C@@H](C1)C(F)(F)F (R)-1-(2-chloropyridin-3-yl)ethyl (1-methyl-4-(5-((1R,2R)-2-(trifluoromethyl)cyclopropane-1-carboxamido)pyrimidin-2-yl)-1H-pyrazol-5-yl)carbamate